2-Chloro-4-((S)-8-(5-(4-((4-(3-(((S)-2,6-dioxopiperidin-3-yl)amino)phenyl)piperazin-1-yl)methyl)piperidine-1-carbonyl)pyrazin-2-yl)-3-methyl-2,8-diazaspiro[4.5]decan-2-yl)benzonitrile ClC1=C(C#N)C=CC(=C1)N1CC2(C[C@@H]1C)CCN(CC2)C2=NC=C(N=C2)C(=O)N2CCC(CC2)CN2CCN(CC2)C2=CC(=CC=C2)N[C@@H]2C(NC(CC2)=O)=O